phosphorus (phosphonium) [PH4+].[P+3]